S1C(=NC2=C1C=CC=C2)CNN2C(C(CC2)(F)F)=O 1-(1,3-benzothiazol-2-ylmethylamino)-3,3-difluoro-pyrrolidin-2-one